ClCC1=CC=C(C=C)C=C1 4-(chloromethyl)styrene